C12CN(CC(CC1)N2)C2=NC(=NC1=C(C(=C(C=C21)Cl)C2=C(C(=CC(=N2)N)C)C(F)(F)F)F)OC[C@H]2N(C[C@@H](C2)F)C 6-(4-(3,8-diazabicyclo[3.2.1]octan-3-yl)-6-chloro-8-fluoro-2-(((2S,4R)-4-fluoro-1-methylpyrrolidin-2-yl)methoxy)quinazolin-7-yl)-4-methyl-5-(trifluoromethyl)pyridin-2-amine